C1(CCCCC1)OCCO 2-(cyclohexyloxy)ethane-1-ol